OC=1C=C(C=C2C=C(C=C(C12)S(=O)(=O)[O-])S(=O)(=O)[O-])S(=O)(=O)[O-].[Na+].[Na+].[Na+] trisodium 8-hydroxy-1,3,6-naphthalenetrisulfonate